N-((3S,10R,13S)-17-(1H-imidazol-1-yl)-10,13-dimethyl-2,3,4,7,8,9,10,11,12,13,14,15-dodecahydro-1H-cyclopenta[a]phenanthren-3-yl)isonicotinamide N1(C=NC=C1)C1=CCC2C3CC=C4C[C@H](CC[C@@]4(C3CC[C@]12C)C)NC(C1=CC=NC=C1)=O